N1=NC=NC(=C1C(=O)O)C(=O)O 1,2,4-triazine-5,6-dicarboxylic acid